O=C([C@H](O)[C@@H](O)[C@H](O)[C@H](O)CO)[O-].[Fe+2].O=C([C@H](O)[C@@H](O)[C@H](O)[C@H](O)CO)[O-] Iron(II) D-gluconate